ClC1=CC(=C(OC2=CN=CC(=N2)CC2=C(C(=NC=C2)NCC2=C(C=C(C=C2)OC)OC)F)C=C1)F 4-[[6-(4-chloro-2-fluoro-phenoxy)pyrazin-2-yl]methyl]-N-[(2,4-dimethoxyphenyl)methyl]-3-fluoro-pyridin-2-amine